F[C@H]1C[C@@H](CC1)CN1N=CC(=C1)C=1C(=NC(=CC1)C)C1=CC=C2C=CC=NC2=C1 |o1:1,3| 7-(3-(1-(((1R,3R) or (1S,3S)-3-fluorocyclopentyl)methyl)-1H-pyrazol-4-yl)-6-methylpyridin-2-yl)quinoline